octadecyl-3,5-bis(1,1-dimethylethyl)-4-hydroxyphenyl propionate C(CC)(=O)OC1=C(C(=C(C(=C1)C(C)(C)C)O)C(C)(C)C)CCCCCCCCCCCCCCCCCC